FC(OC1=C(C=C(C=C1)OC=1N=NC=CC1)C1=NN(C=C1NC(=O)C=1C=NN2C1N=CC=C2)C)F N-[3-[2-(difluoromethoxy)-5-pyridazin-3-yloxy-phenyl]-1-methyl-pyrazol-4-yl]pyrazolo[1,5-a]pyrimidine-3-carboxamide